NC(CN1CCN(CC1)C1=C(C=C2CN(C(C2=C1)=O)CC(F)(F)F)NC(=O)C=1C=NN2C1N=CC=C2)=O N-(6-(4-(2-amino-2-oxoethyl)piperazin-1-yl)-1-oxo-2-(2,2,2-trifluoroethyl)isoindolin-5-yl)pyrazolo[1,5-a]pyrimidine-3-carboxamide